FC(N1N=C(C=C1)C=1C(=CC(=NC1)NC1=NC(=NC=C1)C=1C=NN(C1)S(=O)(=O)C)NC1CCC(CC1)(O)C)F (1s,4s)-4-((5-(1-(Difluoromethyl)-1H-pyrazol-3-yl)-2-((2-(1-(methylsulfonyl)-1H-pyrazol-4-yl)pyrimidin-4-yl)amino)pyridin-4-yl)amino)-1-methylcyclohexan-1-ol